2-((6-(6-amino-4-fluoro-1H-benzo[d][1,2,3]triazol-1-yl)-1-(tetrahydro-2H-pyran-2-yl)-1H-indazol-3-yl)methoxy)-2-benzylmalonic acid diethyl ester C(C)OC(C(C(=O)OCC)(CC1=CC=CC=C1)OCC1=NN(C2=CC(=CC=C12)N1N=NC2=C1C=C(C=C2F)N)C2OCCCC2)=O